O-(7-azabenzotriazolyl)-N,N,N',N'-tetramethyluronium hexafluorophosphate F[P-](F)(F)(F)(F)F.N1N=NC2=C1N=CC=C2OC(=[N+](C)C)N(C)C